N-(4-{[3-(hydroxymethyl)azetidinyl]methyl}phenyl){[(4-methoxyphenyl)methyl]amino}carboxamide OCC1CN(C1)CC1=CC=C(C=C1)NC(=O)NCC1=CC=C(C=C1)OC